C(CCC)N1C(N(C(C(C1=O)=C(N)N)=O)C1CCC2(CC3(C(N(C(N3CCO)=O)C)=O)C2)CC1)=O 1-Butyl-5-(diaminomethylene)-3-(1-(2-hydroxyethyl)-3-methyl-2,4-dioxo-1,3-diazadispiro[4.1.57.15]tridecan-10-yl)pyrimidine-2,4,6(1H,3H,5H)-trione